(Z)-5-(2-Fluoro-6-methoxyphenyl)-3-(1-((1-(2-methoxyethyl)-1H-pyrazol-4-yl)amino)ethylidene)-1H-pyrrolo[2,3-c]pyridin-2(3H)-one FC1=C(C(=CC=C1)OC)C=1C=C/2C(=CN1)NC(\C2=C(\C)/NC=2C=NN(C2)CCOC)=O